C1(=CC=CC=C1)C#CC(=O)O PHENYLPROPIOLIC ACID